CC1=C(C=C(C=C1)C)N(CC=C(C)C)C N-(2,5-dimethylphenyl)-N,3-dimethylbut-2-enamine